2,3-dihydro-1H-pyrrolo[3,4-c]pyridin C1NCC=2C=NC=CC21